2-(2'-hydroxy-3'-sec-butyl-5'-tert-butylphenyl)-5-n-butylbenzotriazole OC1=C(C=C(C=C1C(C)CC)C(C)(C)C)N1N=C2C(=N1)C=CC(=C2)CCCC